C12CN(CC(CC1)N2)C2=NC(=NC1=C(C(=C(C=C21)Cl)C2=CC=C(C1=C2N=C(S1)N)F)F)OCCCN1CCCC1 4-(4-(3,8-diazabicyclo-[3.2.1]octan-3-yl)-6-chloro-8-fluoro-2-(3-(pyrrolidin-1-yl)propoxy)quinazolin-7-yl)-7-fluorobenzo[d]thiazol-2-amine